OC1CN(C1)C(=O)NC1=CC=C(C=C1)NC=1N=C(C2=C(N1)SC=C2C)NC2(CC2)C 3-hydroxy-N-(4-((5-methyl-4-((1-methylcyclopropyl)amino)thieno[2,3-d]pyrimidin-2-yl)amino)phenyl)azetidine-1-carboxamide